S(=O)(=O)(O)O.C(C)(C)C1=CC(=CC(=C1)C(C)C)C(C)C 2,4,6-triisopropylbenzene sulfate